(Z)-1-(2-fluoro-4-(1-(4-(trifluoromethoxy)phenyl)-1H-1,2,4-triazol-3-yl)phenyl)-3-(4-oxo-3-(1-oxo-1,3-dihydroisobenzofuran-4-yl)thiazolidine-2-ylidene)urea FC1=C(C=CC(=C1)C1=NN(C=N1)C1=CC=C(C=C1)OC(F)(F)F)NC(=O)\N=C\1/SCC(N1C1=C2COC(C2=CC=C1)=O)=O